C(C)(C)(C)OC(=O)N1C(CC(CC1(C)C)O)(CC)CC t-butyl-4-hydroxy-2,2-diethyl-6,6-dimethylpiperidine-1-carboxylate